C(C)(C)(C)C=1SC(=C(N1)C1=C(C(=CC(=C1)Cl)NS(=O)(=O)CCC)F)C1=NC(=NC=C1)NCC[C@H](CC(=O)O)C (R)-5-((4-(2-(tert-butyl)-4-(5-chloro-2-fluoro-3-(propylsulfonamido)phenyl)thiazol-5-yl)pyrimidin-2-yl)amino)-3-methylpentanoic acid